ClC=1N=CC2=C(C=CC(=C2C1)C(C)C)N1[C@@H]([C@H](C1)N(C(OC(C)(C)C)=O)C)C tert-Butyl ((2R,3S)-1-(3-chloro-5-isopropylisoquinolin-8-yl)-2-methylazetidin-3-yl)(methyl)carbamate